(S)-2-((4-(2-(2,4-dichlorophenyl)-4-fluoro-2H-chromen-8-yl)piperidin-1-yl)methyl)-3-((1-(fluoromethyl)cyclopropyl)methyl)-3H-imidazo[4,5-b]pyridine-5-carboxylic acid ClC1=C(C=CC(=C1)Cl)[C@H]1OC2=C(C=CC=C2C(=C1)F)C1CCN(CC1)CC1=NC=2C(=NC(=CC2)C(=O)O)N1CC1(CC1)CF